ClC1=C(C(=C2C3=C(N=CN=C13)N1[C@H](CO2)CN(CC1)C(=O)OC(C)(C)C)F)C1=C(C=CC=C1O)F tert-Butyl (8aS)-4-chloro-6-fluoro-5-(2-fluoro-6-hydroxyphenyl)-8a,9,11,12-tetrahydropyrazino[2',1':3,4][1,4]oxazepino[5,6,7-de]quinazoline-10(8H)-carboxylate